COC=1C(=NC=C(N1)B1OC(C(O1)(C)C)(C)C)CN(C(OC(C)(C)C)=O)C[C@H]1NC(CC1)=O tert-butyl N-[[3-methoxy-5-(4,4,5,5-tetramethyl-1,3,2-dioxaborolan-2-yl)pyrazin-2-yl]methyl]-N-[[(2S)-5-oxopyrrolidin-2-yl]methyl]carbamate